N-Methyl-3-pyridinamine CNC=1C=NC=CC1